C12CCC(CC1)N2C(=O)C=2C=C(C=NC2)C2=CC(=NC=C2)C=2NC(=C(N2)C)C 5-(7-Azabicyclo[2.2.1]hept-7-ylcarbonyl)-2'-(4,5-dimethyl-1H-imidazol-2-yl)-3,4'-bipyridin